ClC1=CC=2C=3C4=C(C=CC3NC2C=C1)C=CC=C4 10-chloro-7H-benzo[c]carbazole